C(C)(C)C1=C(C=CC=C1)C=1N=CC2=C(N1)C(=CN2COCC[Si](C)(C)C)C(=O)C2=CC=C(C=C2)C=2N(C=C(N2)C(F)(F)F)C [2-(2-isopropylphenyl)-5-(2-trimethylsilylethoxymethyl)pyrrolo[3,2-d]pyrimidin-7-yl]-[4-[1-methyl-4-(trifluoromethyl)imidazol-2-yl]phenyl]methanone